1,2-diphenyl-ethan-1-one C1(=CC=CC=C1)C(CC1=CC=CC=C1)=O